CC1=CC=C(C=C1)C12CCN(CC2C1)C(=O)NC1=C(C=CC=C1)N1CCN(CC1)C(C)C 6-(4-methylphenyl)-N-{2-[4-(propan-2-yl)piperazin-1-yl]phenyl}-3-azabicyclo[4.1.0]heptane-3-carboxamide